BrC1=C(C(=CC=C1)Br)O 2,6-dibromo-Phenol